Lithium-Nickel-Oxide [Ni]=O.[Li]